C(C1=CC=CC=C1)OC1=C2C(=CN(C2=CC(=C1)F)C1=CC=C(C=C1)F)I 4-benzyloxy-6-fluoro-1-(4-fluorophenyl)-3-iodo-indole